C1(CC2C(CC1)O2)CC[Si](OC)(OC)OC (2-(3,4-epoxycyclohexyl)ethyl)trimethoxysilane